(3S)-N-[6-[4-((3S,4S)-4-fluoro-3-methyl-tetrahydrofuran-3-yl)piperazin-1-yl]-7-methyl-3-isoquinolinyl]-5,5-dimethyl-tetrahydrofuran-3-carboxamide F[C@H]1[C@@](COC1)(C)N1CCN(CC1)C=1C=C2C=C(N=CC2=CC1C)NC(=O)[C@@H]1COC(C1)(C)C